N1,N2-Di(4-(Dimethylamino)benzyl)-1,2-propandiamin CN(C1=CC=C(CNCC(C)NCC2=CC=C(C=C2)N(C)C)C=C1)C